di(2-ethyl)propylamine CCN(CCC)CC